FC=1C=C(C=C(C1C#N)OC)C1=CC=CC=C1 3-fluoro-5-methoxy-[1,1'-biphenyl]-4-carbonitrile